(E)-N-(5-(4-methoxystyryl)-8-(methylamino)-2,7-naphthyridin-3-yl)cyclopropanecarboxamide COC1=CC=C(/C=C/C2=C3C=C(N=CC3=C(N=C2)NC)NC(=O)C2CC2)C=C1